(4-(3-((2-aminopyridin-4-yl)ethynyl)imidazo[1,2-b]pyridazin-6-yl)-2-fluorophenyl)(morpholino)methanone formate salt C(=O)O.NC1=NC=CC(=C1)C#CC1=CN=C2N1N=C(C=C2)C2=CC(=C(C=C2)C(=O)N2CCOCC2)F